OCC(CO)(C)NC(=O)C=1N(N=C2C=CC(=CC12)OCC1=CC=NN1C)C N-(1,3-dihydroxy-2-methylpropan-2-yl)-2-methyl-5-[(1-methyl-1H-pyrazol-5-yl)methoxy]-2H-indazole-3-carboxamide